N-(1-acetyl-2,2,6,6-tetramethyl-4-piperidinyl)-2-dodecyl-succinimide C(C)(=O)N1C(CC(CC1(C)C)N1C(C(CC1=O)CCCCCCCCCCCC)=O)(C)C